C(C)OC(=O)C1=C(C2=C(S1)C(=CC=C2)C=2C=C1CN(C(C1=CC2)=O)C)N 3-Amino-7-(2-methyl-1-oxo-isoindolin-5-yl)benzo[b]thiophene-2-carboxylic acid ethyl ester